(E)-6,10-dimethyl-2-methyleneundec-5,9-dienoic acid C\C(=C/CCC(C(=O)O)=C)\CCC=C(C)C